(7S)-N-(3-Bromo-2-fluorophenyl)-7-[(4-methylpiperazin-1-yl)methyl]-7,8-dihydro[1,4]dioxino[2,3-g]quinazolin-4-amine BrC=1C(=C(C=CC1)NC1=NC=NC2=CC3=C(C=C12)O[C@H](CO3)CN3CCN(CC3)C)F